N=1C=NN2C1C=C(C=C2)OC2=C(C=C(C=C2)NC2=NC=NC1=CC(=C(C=C21)OC2CC1CCC(C2)N1C(C=C)=O)OC)C 1-(3-((4-((4-([1,2,4]Triazolo[1,5-a]pyridin-7-yloxy)-3-methylphenyl)amino)-7-methoxyquinazolin-6-yl)oxy)-8-azabicyclo[3.2.1]octan-8-yl)prop-2-en-1-one